sulfocalcium S(=O)(=O)(O)[Ca]